6-(3-Amino-6-(1-methyl-1H-pyrazol-4-yl)pyrazin-2-yl)-2-(2-chloro-3-methoxyphenyl)pyridazin-3(2H)-on NC=1C(=NC(=CN1)C=1C=NN(C1)C)C=1C=CC(N(N1)C1=C(C(=CC=C1)OC)Cl)=O